O1C(CCCC1)OC=1C=C(C=CC1OC1OCCCC1)C1=NC2=CC(=CC(=C2C(C1OC1OCCCC1)=O)OC1OCCCC1)OC1OCCCC1 2-(3,4-ditetrahydropyranyloxyphenyl)-3,5,7-tritetrahydropyranyloxyquinolin-4-one